hydroxymethyl(methyl)aminomethane OCCNC